(R)-7-chloro-N-(8,9-difluoro-6-oxo-1,4,5,6-tetrahydro-2H-pyrano[3,4-c]isoquinolin-1-yl)-N-methyl-1H-pyrrolo[2,3-c]pyridine-2-carboxamide ClC=1N=CC=C2C1NC(=C2)C(=O)N(C)[C@H]2COCC=1NC(C=3C=C(C(=CC3C12)F)F)=O